C(C)(C)(C)C1=C(N(C2=CC(=CC=C12)Br)C(=O)OCC1CC(CCC1)CO)C(N)=O 1,3-cyclohexanedimethanol tert-butyl-6-bromo-2-carbamoyl-1H-indole-1-carboxylate